1-(1-(methylsulfonyl)piperidin-4-yl)-3-(naphthalen-1-ylmethyl)-1H-pyrazolo[3,4-d]pyrimidin-4-amine CS(=O)(=O)N1CCC(CC1)N1N=C(C=2C1=NC=NC2N)CC2=CC=CC1=CC=CC=C21